C1=CC=CC=2C3=CC=CC=C3C(C12)COC(N[C@H](C(NCCCC[C@H](NC(N[C@H](CCC(=O)OC(C)(C)C)C(=O)OC(C)(C)C)=O)C(=O)OC(C)(C)C)=O)CC1=NC2=CC=CC=C2C=C1)=O tri-tert-butyl (5S,12S,16R)-1-(9H-fluoren-9-yl)-3,6,14-trioxo-5-[(quinolin-2-yl)methyl]-2-oxa-4,7,13,15-tetraazaoctadecane-12,16,18-tricarboxylate